methyl (S*)-(6-(((2-((5,6,7,8-tetrahydroimidazo[1,2-a]pyridin-7-yl)methoxy)pyridin-4-yl)methyl)amino)isoquinolin-1-yl)carbamate N=1C=CN2C1C[C@H](CC2)COC2=NC=CC(=C2)CNC=2C=C1C=CN=C(C1=CC2)NC(OC)=O |o1:6|